N-[(3S,4R)-3-fluoro-1-methylpiperidin-4-yl]-2-{3-[(2-methoxy-4-{7-oxa-2-azaspiro[3.5]nonane-2-carbonyl}phenyl)amino]prop-1-yn-1-yl}-1-(2,2,2-trifluoroethyl)-1H-indol-4-amine F[C@H]1CN(CC[C@H]1NC=1C=2C=C(N(C2C=CC1)CC(F)(F)F)C#CCNC1=C(C=C(C=C1)C(=O)N1CC2(C1)CCOCC2)OC)C